Trichloropyrimidine-5-amine ClC1=C(C(=NC(=N1)Cl)Cl)N